COC=1C=C(C=CC1NCC#C)C(=O)N1CCCCC1 (3-methoxy-4-(prop-2-yn-1-ylamino)phenyl)(piperidin-1-yl)methanone